C(C)(C)(C)OC(=O)N1C=CC2=C(C(=CC(=C12)C)OC)CN1[C@@H](CC(CC1)C=1C=NSC1)C1=CC=C(C=C1)C(=O)OC 4-(((2S)-4-(isothiazol-4-yl)-2-(4-(methoxycarbonyl)phenyl)piperidin-1-yl)methyl)-5-Methoxy-7-methyl-1H-indole-1-carboxylic acid tert-butyl ester